methyl 5-[(3-chloro-5-methanesulfonamidophenyl) carbamoyl]-3-phenylthiophene-2-carboxylate ClC=1C=C(C=C(C1)NS(=O)(=O)C)NC(=O)C1=CC(=C(S1)C(=O)OC)C1=CC=CC=C1